C(C)OC(C[C@H](C(F)(F)F)NC1=CC=CC=C1)=O.OC1=C(C=C(C=C1Cl)C(C)(C)C1=CC(=C(C(=C1)Cl)O)Cl)Cl 2,2-bis(4-hydroxy-3,5-dichlorophenyl)propane (R)-Ethyl-4,4,4-trifluoro-3-(phenylamino)butanoate